7-bromo-1-methyl-3-({[(2-methylpyridin-4-yl)methyl][(3S)-1-(pyridin-3-yl)piperidin-3-yl]Amino}methyl)-1,4-dihydroquinolin-4-one BrC1=CC=C2C(C(=CN(C2=C1)C)CN([C@@H]1CN(CCC1)C=1C=NC=CC1)CC1=CC(=NC=C1)C)=O